methyl 2-((2-oxoimidazolidin-1-yl)methyl)benzoate O=C1N(CCN1)CC1=C(C(=O)OC)C=CC=C1